4-methoxy-3-(5-(thiazol-2-yl)pyridin-3-yl)phenyl cycloheptylcarbamate C1(CCCCCC1)NC(OC1=CC(=C(C=C1)OC)C=1C=NC=C(C1)C=1SC=CN1)=O